C(C)OC(=O)C1=CC2=C(C(=CO2)Br)C(=C1)O 3-Bromo-4-hydroxybenzofuran-6-carboxylic acid ethyl ester